methyl 5-(4-(tert-butyl)phenyl)-3-(cyanomethyl)picolinate C(C)(C)(C)C1=CC=C(C=C1)C=1C=C(C(=NC1)C(=O)OC)CC#N